FC1(C[C@H]([C@H](C2=CC=C(C=C12)O)C1=CC=C(C=C1)N1CCC(CC1)CN1CCN(CC1)C=1C=C2CN(C(C2=CC1)=O)[C@@H]1C(NC(CC1)=O)=O)C1=CC=C(C=C1)C)F (S)-3-(5-(4-((1-(4-((1S,2R)-4,4-difluoro-6-hydroxy-2-(p-tolyl)-1,2,3,4-tetrahydronaphthalen-1-yl)phenyl)piperidin-4-yl)methyl)piperazin-1-yl)-1-oxoisoindolin-2-yl)piperidine-2,6-dione